FC1(C(CN(CC1)C1=NC(=CC(=N1)N)OC)C=C)F 2-(4,4-difluoro-3-vinylpiperidinyl)-6-methoxypyrimidin-4-amine